(±)-2-methoxy-1-phenyl-ethanamine COC[C@H](N)C1=CC=CC=C1 |r|